FC(C1=C(C(=CC=C1)[N+](=O)[O-])NC1CC(C1)(O)C)F (cis)-3-((2-(difluoromethyl)-6-nitrophenyl)amino)-1-methylcyclobutan-1-ol